4-(4-amino-1-methyl-1H-pyrazol-3-yl)butanoic acid NC=1C(=NN(C1)C)CCCC(=O)O